O=C1NC(CCC1N1C(C2=CC=C(C=C2C1=O)CCCCCCO)=O)=O 2-(2,6-dioxo-3-piperidyl)-5-(6-hydroxyhexyl)isoindoline-1,3-dione